1-[(2-cyanopyridin-4-yl)methyl]-3-[rac-(1R,2S)-2-phenylcyclopropyl]urea C(#N)C1=NC=CC(=C1)CNC(=O)N[C@H]1[C@@H](C1)C1=CC=CC=C1 |r|